1-ethyl-2,3,3-trimethylindolium iodide [I-].C(C)[N+]1=C(C(C2=CC=CC=C12)(C)C)C